1-[(3-fluorophenyl)methyl]-3-methyl-N-(1-methylcyclopropyl)-2-oxo-benzimidazole-5-sulfonamide FC=1C=C(C=CC1)CN1C(N(C2=C1C=CC(=C2)S(=O)(=O)NC2(CC2)C)C)=O